C(C1=CC=CC=C1)(=O)NC(=O)C=1N(C(N2C1CN(CC2)C(C2=CC(=C(C=C2)Cl)Cl)=O)=O)C2=CC=C(C=C2)OC(C)C N-benzoyl-7-(3,4-dichlorobenzoyl)-2-(4-isopropoxyphenyl)-3-oxo-6,8-dihydro-5H-imidazo[1,5-a]pyrazine-1-carboxamide